OCC(=O)NCC=1NC=2N(C(C1C=1C=C3C=CC=NC3=CC1)=O)N=C(C2C2=CC=CC=C2)C2=CC=CC=C2 2-hydroxy-N-((7-oxo-2,3-diphenyl-6-(quinolin-6-yl)-4,7-dihydropyrazolo[1,5-a]pyrimidin-5-yl)methyl)acetamide